(hydroxy)prolyl-amine ON1[C@@H](CCC1)C(=O)N